O1C(OCC1)C=1SC(=C(N1)C)I (1,3-Dioxolan-2-yl)-5-iodo-4-methylthiazole